C\C(=C/CC1=C(OC2[C@@H]([C@H]([C@@H]([C@H](O2)O)O)O)CO)C=C(C=C1O)CCCCC)\CCC=C(C)C (2S,3S,4R,5R)-6-{2-[(2E)-3,7-dimethylocta-2,6-dien-1-yl]-3-hydroxy-5-pentylphenoxy}-5-(hydroxymethyl)oxane-2,3,4-triol